IC=1C(=CC=C2N=CC=NC12)OC1=CC2=C(NC(=N2)C)C=C1 8-iodo-7-[(2-methyl-1H-benzimidazol-5-yl)oxy]Quinoxaline